(S)-3-(3-(1-(5,7-difluoro-3-methylbenzofuran-2-yl)-2-methylpropyl)ureido)benzamide FC=1C=C(C2=C(C(=C(O2)[C@H](C(C)C)NC(NC=2C=C(C(=O)N)C=CC2)=O)C)C1)F